C(C)(=O)OC=1C=C(C=CC1)CN1N=CC(=C1)C(=O)OCC ethyl 1-[[3-(acetoxy) phenyl] methyl]-1H-pyrazole-4-carboxylate